C(N)(=O)[C@@H]1CC[C@H](CO1)NC(CNC(OC(C)(C)C)=O)=O tert-Butyl N-(2-{[(3R,6S)-6-carbamoyltetrahydro-2H-pyran-3-yl]amino}-2-oxoethyl)carbamate